BrC1=CCCN(C1)C(CCN1N=NC=C1)=O 1-(5-Bromo-3,6-dihydropyridin-1(2H)-yl)-3-(1H-1,2,3-triazol-1-yl)propan-1-one